N-(5-(4-(4-(2,6-dioxopiperidin-3-yl)benzyl)piperazin-1-yl)-1-((1s,4s)-4-(hydroxymethyl)cyclohexyl)-1H-benzo[d]imidazol-2-yl)-3-(trifluoromethyl)benzamide O=C1NC(CCC1C1=CC=C(CN2CCN(CC2)C2=CC3=C(N(C(=N3)NC(C3=CC(=CC=C3)C(F)(F)F)=O)C3CCC(CC3)CO)C=C2)C=C1)=O